[N-[4-Amino-5-(4-chlorobenzoyl)thiazol-2-yl]-3-chloro-4-(trifluoromethoxy)anilino]propanamid NC=1N=C(SC1C(C1=CC=C(C=C1)Cl)=O)N(C1=CC(=C(C=C1)OC(F)(F)F)Cl)C(C(=O)N)C